CN1C=NC=C1S(=O)(=O)C1=CC=C(C(=O)O)C=C1 4-[(3-methylimidazol-4-yl)sulfonyl]benzoic acid